BrC1=CC=C2C(N(C(=NC2=C1)C)C)=O 7-bromo-2,3-dimethylquinazolin-4(3H)-one